N-methyl-4'-methylbiphenyl-2-amine CNC=1C(=CC=CC1)C1=CC=C(C=C1)C